3-NITROPHENYLBORONIC ACID [N+](=O)([O-])C=1C=C(C=CC1)B(O)O